6-{4-Fluoro-2-[(2R)-2-methylpiperidin-4-yl]-1,3-benzothiazol-6-yl}-2-methylimidazo[1,2-b]pyridazin FC1=CC(=CC2=C1N=C(S2)C2C[C@H](NCC2)C)C=2C=CC=1N(N2)C=C(N1)C